(5S,8R)-N-(4,5-dichloro-2-methoxyphenyl)-1-fluoro-6,7,8,9-tetrahydro-5H-5,8-epimino-cyclohepta[c]pyridine-10-carboxamide ClC1=CC(=C(C=C1Cl)NC(=O)N1[C@H]2CC[C@@H]1CC=1C(=NC=CC12)F)OC